NC1=C(C#N)C(=CC(=C1)Br)F 2-amino-4-bromo-6-fluorobenzonitrile